CC=1C(=CC=2N(C1)C=CN2)N 6-methylimidazo[1,2-a]pyridin-7-amine